[Cl-].CO[Si](OC)(OC)CCC[N+](C)(CCCCCCCC)CCCCCCCCCCCCCCCCCC trimethoxysilylpropyl-octadecyl-octyl-methyl-ammonium chloride